CN1C(=CC2=C(C=CC=C12)C[Si](CC)(CC)CC)[Si](CC)(CC)CC 1-methyl-2-(triethylsilyl)-4-((triethylsilyl)methyl)-1H-indole